3-(1,3-dimethylpyrazol-4-yl)-6-(7-methylimidazo[1,2-b]pyridazin-6-yl)-7,8-dihydro-5H-1,6-naphthyridine CN1N=C(C(=C1)C=1C=NC=2CCN(CC2C1)C=1C(=CC=2N(N1)C=CN2)C)C